C(#N)C1=NC2=CC(=CC(=C2N=C1N(CC1=NN=C2N1CCOCC2)C)[C@@H](C)NC2=C(C(=O)O)C=CC=C2)C (R)-2-((1-(2-cyano-7-methyl-3-(methyl((5,6,8,9-tetrahydro-[1,2,4]triazolo[4,3-d][1,4]oxazepin-3-yl)methyl)amino)quinoxalin-5-yl)ethyl)amino)benzoic acid